BrC=1C=C2CN(CC2=CC1)CC1CC1 5-bromo-2-(cyclopropylmethyl)isoindoline